FC1=C(OC2=C(C=C(C=C2)C(=O)N2CCN(CC2)C(=O)N2CCCC2)C=2C3=C(C(N(C2)C)=O)NC=C3)C=CC(=C1)F 4-[2-(2,4-difluorophenoxy)-5-{[4-(pyrrolidin-1-ylcarbonyl)piperazin-1-yl]carbonyl}phenyl]-6-methyl-1,6-dihydro-7H-pyrrolo[2,3-c]pyridin-7-one